[Cl-].OCC1=CC=C(C=C1)CC[NH3+] 2-(4-(hydroxymethyl)phenyl)ethan-1-aminium chloride